1,3-di-n-butylimidazolium methyl-carbonate COC([O-])=O.C(CCC)N1C=[N+](C=C1)CCCC